The molecule is the monohydrate form of lidocaine hydrochloride. It has a role as a local anaesthetic and an anti-arrhythmia drug. It contains a lidocaine hydrochloride. CC[NH+](CC)CC(=O)NC1=C(C=CC=C1C)C.O.[Cl-]